(4R)-3,3-difluoro-4-(prop-2-ynyloxy)piperidine FC1(CNCC[C@H]1OCC#C)F